C1(=CC=CC=C1)OCCCSCC1=NNC(O1)=O 5-(Phenyloxypropylthiomethyl)-1,3,4-oxadiazol-2(3H)-one